FC(C1(CC2(C1)CCC2)C(=O)O)(F)F 2-(trifluoromethyl)spiro[3.3]heptane-2-carboxylic acid